BrC1=CC(=C(C(=O)OC)C=C1F)O[C@H](C(F)(F)F)C methyl (S)-4-bromo-5-fluoro-2-((1,1,1-trifluoropropan-2-yl)oxy)benzoate